Ethyl (2S)-2-[[(2S)-2-(tert-butoxycarbonylamino)-3-(4-fluorophenyl)propanoyl]amino]-4-(1-methyl-5-nitro-benzimidazol-2-yl)butanoate C(C)(C)(C)OC(=O)N[C@H](C(=O)N[C@H](C(=O)OCC)CCC1=NC2=C(N1C)C=CC(=C2)[N+](=O)[O-])CC2=CC=C(C=C2)F